bis(2,4,6-trimethylbenzoyl)-phenyl-phosphinate CC1=C(C(=O)C=2C(=C(C=CC2)P([O-])=O)C(C2=C(C=C(C=C2C)C)C)=O)C(=CC(=C1)C)C